tert-butyl (R)-2-(((5-(2-((2,6-dimethylpyrimidin-4-yl)amino)pyrazolo[1,5-a]pyridin-5-yl)-1-methyl-1H-pyrazol-4-yl)oxy)methyl)azetidine-1-carboxylate CC1=NC(=CC(=N1)NC1=NN2C(C=C(C=C2)C2=C(C=NN2C)OC[C@@H]2N(CC2)C(=O)OC(C)(C)C)=C1)C